C1(CCC1)[C@H]1C(N(CC(N1CC1=CC=C(C=C1)C(F)(F)F)=O)C1=C(C=C(C#N)C=C1)F)=O (S)-4-(3-cyclobutyl-2,5-dioxo-4-(4-(trifluoromethyl)-benzyl)piperazin-1-yl)-3-fluorobenzonitrile